N1CC(C1)C1=CN(C2=C1C=NC(=C2)NC(C)=O)C2=NC(=CC(=C2)C)[C@]2(COCC2)OC (R)-N-(3-(azetidin-3-yl)-1-(6-(3-methoxytetrahydrofuran-3-yl)-4-methylpyridine-2-yl)-1H-pyrrolo[3,2-c]pyridin-6-yl)acetamide